4-bromo-2-fluoro-N-(2-(methylsulfonamido)phenyl)benzamide BrC1=CC(=C(C(=O)NC2=C(C=CC=C2)NS(=O)(=O)C)C=C1)F